C(=O)N[C@H]1N(CC(C1)(F)F)C(CNC1=CC=CC=2C3=CC=CC=C3CC12)=O (2S)-[2-(2-formylamino-4,4-difluoropyrrolidin-1-yl)-2-oxo-ethyl]aminofluorene